C(C)(C)(C)[Si](C)(C)OC1=C(C=C(C=C1)C)Cl tert-butyl-(2-chloro-4-methylphenoxy)dimethylsilane